CC1(OCC(CO1)OCC(CNC(OCC1=CC=CC=C1)=O)(COC1COC(OC1)(C)C)COC1COC(OC1)(C)C)C benzyl (3-((2,2-dimethyl-1,3-dioxan-5-yl)oxy)-2,2-bis(((2,2-dimethyl-1,3-dioxan-5-yl)oxy)methyl) propyl)carbamate